4-((Boc)amino)bicyclo[2.2.2]octane-1-carboxylic acid C(=O)(OC(C)(C)C)NC12CCC(CC1)(CC2)C(=O)O